N-((4R,5S)-3-(2-((cyanomethyl)amino)-2-oxoethyl)-7-ethyl-4-(4-fluorophenyl)-6-oxo-1-phenyl-4,5,6,7-tetrahydro-1H-pyrazolo[3,4-b]pyridin-5-yl)-3-(trifluoromethyl)benzamide C(#N)CNC(CC1=NN(C=2N(C([C@H]([C@@H](C21)C2=CC=C(C=C2)F)NC(C2=CC(=CC=C2)C(F)(F)F)=O)=O)CC)C2=CC=CC=C2)=O